C(CCCCCCCC)(=O)OCCCCCCCCCC(C)C isododecyl pelargonate